5-methylbenzotriazole-d6 [2H]C1=C(C2=C(C(=C1C([2H])([2H])[2H])[2H])NN=N2)[2H]